2-Heptanal CC(CCCCC)=O